ClC1=C(C=CC(=C1)Cl)[C@@H](C)NC1=CC(=NC=2N1N=CN2)N2CCC(CC2)[C@@H]2CN(CCC2)CCS(=O)(=O)C N-((R)-1-(2,4-dichlorophenyl)ethyl)-5-((R)-1-(2-(methylsulfonyl)ethyl)-[3,4'-bipiperidin]-1'-yl)-[1,2,4]triazolo[1,5-a]pyrimidin-7-amine